(1S,5S)-6-(4-methoxyphenyl)-N,9,9-trimethyl-3,6-diazabicyclo[3.2.2]nonane-3-sulfonamide COC1=CC=C(C=C1)N1[C@@H]2CN(C[C@H](C1)CC2(C)C)S(=O)(=O)NC